(E)-4-{tert-butoxycarbonyl-[4-(3-chloro-10,11-dihydro-5H-dibenzo[b,f]azepin-5-yl)butyl]amino}-N-methyl-but-2-enamide C(C)(C)(C)OC(=O)N(C/C=C/C(=O)NC)CCCCN1C2=C(CCC3=C1C=CC=C3)C=CC(=C2)Cl